C(CO)O 2-ethanediol